2-[3-ethylsulfonyl-7-(trifluoro-methyl)imidazo[1,2-a]pyridin-2-yl]-3-methyl-6-(trifluoromethyl)imidazo[4,5-c]pyridine C(C)S(=O)(=O)C1=C(N=C2N1C=CC(=C2)C(F)(F)F)C2=NC1=C(C=NC(=C1)C(F)(F)F)N2C